CNC(=O)C1=CC=C2N(CCC3N2CCN(C3)CC3=CC=C2C(N(C(NC2=C3)=O)C)=S)C1=O N-methyl-3-((3-methyl-2-oxo-4-thioxo-1,2,3,4-tetrahydroquinazolin-7-yl)methyl)-8-oxo-2,3,4,4a,5,6-hexahydro-1H,8H-pyrazino[1,2-c]pyrido[1,2-a]pyrimidine-9-carboxamide